{8-[5-(3-dimethylaminomethyl-phenylamino)-6-methoxy-pyridin-2-yl]-2,3-dihydro-benzo[1,4]dioxin-2-ylmethyl}-amid CN(C)CC=1C=C(C=CC1)NC=1C=CC(=NC1OC)C1=CC=CC2=C1OC(CO2)C[NH-]